FC=1C=C2C(=NC1)N(C=C2C2=NC=C(C(=N2)S(=O)(=O)C)F)S(=O)(=O)CC2=CC=CC=C2 5-fluoro-3-(5-fluoro-4-(methylsulfonyl)pyrimidin-2-yl)-1-toluenesulfonyl-1H-pyrrolo[2,3-b]pyridine